tertiary butylamino-indenyl-titanium dichloride [Cl-].[Cl-].C(C)(C)(C)N[Ti+2]C1C=CC2=CC=CC=C12